(S)-6'-chloro-2'-oxo-1'-(1-propyl-1H-pyrazol-4-yl)-5,7-dihydrospiro[cyclopenta[b]pyridine-6,3'-indoline]-3-carboxylic acid ClC1=CC=C2[C@]3(C(N(C2=C1)C=1C=NN(C1)CCC)=O)CC=1C(=NC=C(C1)C(=O)O)C3